Phenol N,N-didecyl-aminoacetate C(CCCCCCCCC)N(CCCCCCCCCC)CC(=O)OC1=CC=CC=C1